FC(OC1=C(CN2CN=CC3=C2C=CS3)C=CC=C1)(F)F N-(2-(trifluoromethoxy)benzyl)thieno[3,2-d]pyrimidin